N1(N=CC=C1)CC1=CC=C(C=C1)NC=1N=CC2=C(N1)CNCC2 N-{4-[(1H-pyrazol-1-yl)methyl]phenyl}-5H,6H,7H,8H-pyrido[3,4-d]pyrimidin-2-amine